C(C)(=O)N1[C@H]([C@H](CCC1)NS(=O)(=O)CCC)CO[C@@H]1CC[C@@H](CC1)C(C)C N-(cis-1-acetyl-2-(((cis-4-isopropylcyclohexyl)oxy)methyl)-piperidin-3-yl)propane-1-sulfonamide